3-{[Dimethyl(phenyl)silyl]methyl}-N-(quinolin-8-yl)butanamide C[Si](C1=CC=CC=C1)(C)CC(CC(=O)NC=1C=CC=C2C=CC=NC12)C